C1(CC1)C(=O)NC1=NN2C(C=C(C=C2)C2=C(C=NN2C)CO[C@@H]2CN(C[C@@H]2C)C(=O)OC(C)(C)C)=C1 cis-tert-butyl 3-((5-(2-(cyclopropanecarboxamido)pyrazolo[1,5-a]pyridin-5-yl)-1-methyl-1H-pyrazol-4-yl)methoxy)-4-methylpyrrolidine-1-carboxylate